cyclohexyl-N'-(2-morpholinoethyl)carbodiimide C1(CCCCC1)N=C=NCCN1CCOCC1